(rac)-methyl 4-((3-(4-(((3S,4S)-3-fluoropiperidin-4-yl)amino)-1-(2,2,2-trifluoroethyl)-1H-indol-2-yl)prop-2-yn-1-yl)amino)-3-methoxybenzoate F[C@H]1CNCC[C@@H]1NC1=C2C=C(N(C2=CC=C1)CC(F)(F)F)C#CCNC1=C(C=C(C(=O)OC)C=C1)OC |r|